2-[1-[2-(1,2-benzoxazol-3-yl)acetyl]piperidin-4-yl]-6-(3,5-dimethylpyrazol-1-yl)pyridazin-3-one O1N=C(C2=C1C=CC=C2)CC(=O)N2CCC(CC2)N2N=C(C=CC2=O)N2N=C(C=C2C)C